C(C)N1N=CC(=C1)C=1C=CC(=C(C1)O)C1=NC=C(N=C1)N(C)[C@H]1[C@H]([C@@H]2CC[C@H](C1)N2)F 5-(1-ethyl-1H-pyrazol-4-yl)-2-(5-{[(1S,2S,3R,5R)-2-fluoro-8-azabicyclo[3.2.1]octan-3-yl](methyl)amino}pyrazin-2-yl)phenol